OC1=C(C=C(C=C1)C(C)(C)C1=CC(=C(C=C1)O)C(C)(C)C)C(C)(C)C 2,2-Bis(4-hydroxy-3-tert.butyl-phenyl)propan